tert-butyl 6-[[2-(trifluoromethyl)pyrimidin-5-yl]methyl]-2-azaspiro[3.3]heptane-2-carboxylate FC(C1=NC=C(C=N1)CC1CC2(CN(C2)C(=O)OC(C)(C)C)C1)(F)F